phenoxyl-oxygen O(C1=CC=CC=C1)[O]